[Cl-].C[N+](CC1=CC=C(C=C1)NC(C(=C)C)=O)(C)C N,N,N-Trimethyl-4-[(2-methyl-1-oxo-2-propen-1-yl)amino]benzenemethanaminium chloride